COC1=CC(=NC(=N1)NC(=O)NS(=O)(=O)C2=CC=CC=C2C(=O)O)Cl The molecule is an N-sulfonylurea that is urea in which one of the nitrogens has been substituted by a (2-carboxyphenyl)sulfonyl group, while the other has been substituted by a 4-chloro-6-methoxypyrimidin-2-yl group. An acetolactate synthase inhibitor, it is used (generally as the corresponding ethyl ester) as a herbicide. It has a role as a herbicide and an EC 2.2.1.6 (acetolactate synthase) inhibitor. It is a member of benzoic acids, a N-sulfonylurea, a member of pyrimidines, an organochlorine pesticide, an aromatic ether and a sulfamoylbenzoate.